methyl-4-tert-butylphenol CC1=C(C=CC(=C1)C(C)(C)C)O